N,N,1,5-tetramethyl-1H-pyrazole-3-carboxamide CN(C(=O)C1=NN(C(=C1)C)C)C